C1(CCC(N1OC(CC)=O)=O)=O propanoic acid succinimidyl ester